[N+](=O)([O-])C1=C(C=CC=C1)S(=O)(=O)N1C2C(N(CC1)S(=O)(=O)C1=C(C=CC=C1)[N+](=O)[O-])CSSC2 (anti)-1,4-bis((2-nitrophenyl)sulfonyl)octahydro-[1,2]dithiino[4,5-b]pyrazine